COC(=O)C1=C2C(=NC(=C1)Cl)C=CN2CCCO[Si](C)(C)C(C)(C)C (3-((tert-Butyldimethylsilyl)oxy)propyl)-5-chloro-1H-pyrrolo[3,2-b]pyridine-7-carboxylic acid methyl ester